C(C)(C)(C)OC(=O)N1CC2(C1)CC(C2)N[C@H]2[C@@H](C2)/C(=C/C2=CC=CC=C2)/CC 6-(((1R,2S)-2-((E)-1-phenylbut-1-en-2-yl)cyclopropyl)amino)-2-azaspiro[3.3]heptane-2-carboxylic acid tert-butyl ester